3,5-bis(trifluoromethyl)phenyl-2,4-dinitrobenzene FC(C=1C=C(C=C(C1)C(F)(F)F)C1=C(C=C(C=C1)[N+](=O)[O-])[N+](=O)[O-])(F)F